Cl.COC([C@H](CC1=C(C(=CC=C1)OC)OCC1=CC=CC=C1)N)=O (S)-2-amino-3-(2-(benzyloxy)-3-methoxyphenyl)propionic acid methyl ester hydrochloride